tetraphenyl-iodonium borate B([O-])([O-])[O-].C1(=CC=CC=C1)[I+](C1=CC=CC=C1)(C1=CC=CC=C1)C1=CC=CC=C1.C1(=CC=CC=C1)[I+](C1=CC=CC=C1)(C1=CC=CC=C1)C1=CC=CC=C1.C1(=CC=CC=C1)[I+](C1=CC=CC=C1)(C1=CC=CC=C1)C1=CC=CC=C1